ONC(C1=CC(=CC=C1)[C@H]1OC2=C(C1)C=C(C=C2)C(F)(F)F)=O (S)-N-hydroxy-3-(5-(trifluoromethyl)-2,3-dihydrobenzofuran-2-yl)benzamide